(2RS)-2-indazol-2-yl-2-phenyl-acetic acid methyl ester COC([C@@H](C1=CC=CC=C1)N1N=C2C=CC=CC2=C1)=O |r|